ClC1=CC=2C3=C(C=NC2C(=C1C1=CC(=CC2=CC=CC=C12)O)F)N=NN3C3CN(C3)C(=O)OC(C)(C)C tert-butyl 3-(8-chloro-6-fluoro-7-(3-hydroxynaphthalen-1-yl)-1H-[1,2,3]triazolo[4,5-c]quinolin-1-yl)azetidine-1-carboxylate